tert-Butyl N-[3-[1-(6-fluoro-1-methyl-[1,2,4]triazolo[4,3-a]quinazolin-5-yl)-3,5-dihydro-2H-4,1-benzoxazepin-6-yl]-1,1-dimethyl-prop-2-ynyl]carbamate FC1=C2C(=NC=3N(C2=CC=C1)C(=NN3)C)N3CCOCC1=C3C=CC=C1C#CC(C)(C)NC(OC(C)(C)C)=O